C[C@H]1[C@@H](C[C@H]([C@@H](O1)O[C@H](C)CCCCCCCCC(=O)O[C@H]2[C@@H]([C@H]([C@@H]([C@H](O2)CO)O)O)O)O)O The molecule is an ascarosyloxycarboxylic acid beta-D-glucopyranosyl ester resulting from the formal esterification of the carboxy group of ascr#18 with the anomeric hydroxy group of beta-D-glucopyranose. It is a metabolite of the nematode Caenorhabditis elegans. It has a role as a Caenorhabditis elegans metabolite. It is an (omega-1)-hydroxy fatty acid ascaroside and an ascarosyloxycarboxylic acid beta-D-glucopyranosyl ester. It derives from an ascr#18.